1-Adamantan-1-yl-3-decyl-urea C12(CC3CC(CC(C1)C3)C2)NC(=O)NCCCCCCCCCC